CCC(C(OC)(OC)OC)OC tetramethoxybutane